N-[(1s,4s)-4-{[6-chloro-2-(trifluoromethyl)quinolin-4-yl]amino}cyclohexyl]butanamide ClC=1C=C2C(=CC(=NC2=CC1)C(F)(F)F)NC1CCC(CC1)NC(CCC)=O